FC1=CC(=C(C=C1)N1C(C(=CC=C1)C(=O)NC=1C=NC(=CC1)OCC(F)(F)F)=O)OC 1-(4-fluoro-2-methoxyphenyl)-2-oxo-N-[6-(2,2,2-trifluoroethoxy)pyridin-3-yl]-1,2-dihydropyridine-3-carboxamide